4-(2-methylindoline-1-carbonyl)-N-(o-tolyl)benzenesulfonamide CC1N(C2=CC=CC=C2C1)C(=O)C1=CC=C(C=C1)S(=O)(=O)NC1=C(C=CC=C1)C